(4-chloro-2-fluorobenzyl)oxy-2-fluorobenzaldehyde ClC1=CC(=C(COC=2C(=C(C=O)C=CC2)F)C=C1)F